4,4-bis(octoxy)butanoic acid C(CCCCCCC)OC(CCC(=O)O)OCCCCCCCC